ClC=1C=C(C#N)C=C(C1)C1OC1C 3-chloro-5-(3-methyloxiran-2-yl)benzonitrile